2-(4-cyano-2-methoxy-anilino)-N-(2,6-dimethylphenyl)-5,6-dihydropyrimido[4,5-e]indolizine-7-carboxamide C(#N)C1=CC(=C(NC=2N=CC3=C(N4C=CC(=C4CC3)C(=O)NC3=C(C=CC=C3C)C)N2)C=C1)OC